BrC1=CC=C(C=2SC=CC21)C(C)(C)C 4-bromo-7-tert-butylbenzo[b]thiophene